(2-isopropylpyridin-4-yl)-1H-1,2,3-triazole-4-carboxamide C(C)(C)C1=NC=CC(=C1)N1N=NC(=C1)C(=O)N